5-cyclopropyl-3-(3-(1,1-dioxido-4-oxo-1,2,5-thiadiazolidin-2-yl)-2-fluoro-4-hydroxyphenyl)-N-methyl-1H-pyrazole-1-carboxamide C1(CC1)C1=CC(=NN1C(=O)NC)C1=C(C(=C(C=C1)O)N1S(NC(C1)=O)(=O)=O)F